O[C@H](C(=O)N[C@@H]1CN(CCC1)C)C1=CC=CC=C1 (S)-2-hydroxy-N-((S)-1-methylpiperidin-3-yl)-2-phenylacetamide